N1N=NC=C1CCN1CC2=C(NC=3C=CC(=CC23)C(C)C)CC1 2-(2-(1H-1,2,3-Triazol-5-yl)ethyl)-8-isopropyl-2,3,4,5-tetrahydro-1H-pyrido[4,3-b]indole